4-(5-(3,5-dichloro-4-fluorophenyl)-5-(trifluoromethyl)-4,5-dihydroisoxazol-3-yl)-N-(1-(hydroxymethyl)cyclopropyl)-2-methylbenzamide ClC=1C=C(C=C(C1F)Cl)C1(CC(=NO1)C1=CC(=C(C(=O)NC2(CC2)CO)C=C1)C)C(F)(F)F